BrC1=CC(=C(C=C1)\C=C\[N+](=O)[O-])OC 4-bromo-2-methoxy-1-[(E)-2-nitrovinyl]Benzene